C(C)(C)OC(OCN1C(CC(C2=CC=C(C=C12)OCCCCN1CCN(CC1)C1=CC=CC=2SC=CC21)(C)C)=O)=O Carbonic acid 7-[4-(4-benzo[b]thiophen-4-ylpiperazin-1-yl)butoxy]-4,4-dimethyl-2-oxo-3,4-dihydro-2H-quinolin-1-ylmethyl ester isopropyl ester